ClC(C(CC)(Cl)Cl)(S(=O)(=O)[O-])Cl 1,1,2,2-tetrachlorobutanesulfonate